TETRAHYDRO-4-METHYLENE-2-PHENYL-2H-PYRAN C=C1CC(OCC1)C1=CC=CC=C1